N1CC(C1)NC1=CC(=C(C(=C1)F)[C@H]1N([C@@H](CC2=C1NC1=CC=CC=C21)C)CC(CO)(F)F)F 3-((1R,3R)-1-(4-(azetidin-3-ylamino)-2,6-difluorophenyl)-3-methyl-3,4-dihydro-1H-pyrido[3,4-b]indol-2(9H)-yl)-2,2-difluoropropan-1-ol